The molecule is a tripeptide composed of L-leucine, L-aspartic acid and L-tyrosine joined in sequence by peptide linkages. It has a role as a metabolite. It derives from a L-leucine, a L-aspartic acid and a L-tyrosine. CC(C)C[C@@H](C(=O)N[C@@H](CC(=O)O)C(=O)N[C@@H](CC1=CC=C(C=C1)O)C(=O)O)N